ClC1=CC=C(C=C1)[C@@]1(N(C(C2=CC(=CC(=C12)F)C(C)(C)O)=O)[C@@H](C(CO)O)C1=NC=C(C=C1)Cl)OCC1(CC1)O (3R)-3-(4-chlorophenyl)-2-[(1R)-1-(5-chloropyridin-2-yl)-2,3-dihydroxypropyl]-4-fluoro-3-[(1-hydroxycyclopropyl)methoxy]-6-(2-hydroxypropan-2-yl)-2,3-dihydro-1H-isoindol-1-one